tert-butyl (1S,4S)-5-[4-(4-chloro-2-fluoro-5-methoxy-anilino)pyrido[3,2-d]pyrimidin-6-yl]-2,5-diazabicyclo[2.2.1]heptane-2-carboxylate ClC1=CC(=C(NC=2C3=C(N=CN2)C=CC(=N3)N3[C@@H]2CN([C@H](C3)C2)C(=O)OC(C)(C)C)C=C1OC)F